FC1=C(C(=CC=C1)OC)C1=NC=CC(=N1)NC1=NC=C(C(=C1)N1C[C@H](CC1)NC)C=1C=NN(C1)C1CCOCC1 (S)-2-(2-fluoro-6-methoxyphenyl)-N-(4-(3-(methylamino)pyrrolidin-1-yl)-5-(1-(tetrahydro-2H-pyran-4-yl)-1H-pyrazol-4-yl)pyridin-2-yl)pyrimidin-4-amine